(2'-amino-2-biphenylyl)palladium(II) NC1=C(C=CC=C1)C1=C(C=CC=C1)[Pd+]